C(CCCCCC(C(=O)O)CCCCCCCCCC(CCCCCC)O)C(C(=O)O)CCCCCCCCCC(CCCCCC)O.CC1=C(C=CC=C1)SC1=CC=C(C=C1)CC1=CC=CC=C1 [4-(Methylphenylthio)phenyl]phenylmethane Hexan-1,6-diyl-bis(12-hydroxyoctadecanoat)